(+/-)-trans-3-[3-cyanophenylethyl]-4-(4-methoxyphenyl)piperidine-1-carboxylic acid tert-butyl ester C(C)(C)(C)OC(=O)N1C[C@H]([C@@H](CC1)C1=CC=C(C=C1)OC)CCC1=CC(=CC=C1)C#N |r|